CC1(OB(OC1(C)C)C1=CC=C2C[C@H](COC2=C1)NC(OCC1=CC=CC=C1)=O)C Benzyl (R)-(7-(4,4,5,5-tetramethyl-1,3,2-dioxaborolan-2-yl)chroman-3-yl)carbamate